C(C)(=O)C1=CN(C2=CC=C(C=C12)C1=NN(C=C1)C)CC(=O)N(C(C)C)CC(=O)NCC1=C(C(=CC=C1)Cl)F 2-(3-acetyl-5-(1-methyl-1H-pyrazol-3-yl)-1H-indol-1-yl)-N-(2-((3-chloro-2-fluorobenzyl)amino)-2-oxoethyl)-N-isopropylacetamide